C(C=C)(=O)N1C[C@@H](N(CC1)C=1C2=C(N(C(N1)=O)C=1C(=NC=CC1C)C(C)C)N=C(C(=C2)F)C2=NC(=CC=C2Cl)N)C (M)-(S)-4-(4-Acryloyl-2-methylpiperazin-1-yl)-7-(6-amino-3-chloropyridin-2-yl)-6-fluoro-1-(2-isopropyl-4-methylpyridin-3-yl)pyrido[2,3-d]pyrimidin-2(1H)-one